C(CCCCCCCC=C)O 9-decene-1-ol